C(C)(C)(C)OC(=O)C(N(C(=O)OC(C)(C)C)C(=O)OC(C)(C)C)CCNCCCCNCCCN tri-t-butoxycarbonyl-spermine